tert-butyl 3-[[4-(methylamino)-2-methylsulfanyl-pyrimidin-5-yl]methylamino]pyrrolidine-1-carboxylate CNC1=NC(=NC=C1CNC1CN(CC1)C(=O)OC(C)(C)C)SC